Propyl-4,5-dihydroimidazole C(CC)C=1NCCN1